nitrosodimethyl-amine N(=O)N(C)C